C(C)(C)C=1C=NN2C1N=C(C=C2NC2CCN(CC2)C(=O)OC(C)(C)C)C(F)(F)F tert-butyl 4-((3-isopropyl-5-(trifluoromethyl)pyrazolo[1,5-a]pyrimidin-7-yl)amino)piperidine-1-carboxylate